3-fluoro-5-(3-methyl-1-(4-methyl-4H-1,2,4-triazol-3-yl)cyclobutyl)aniline FC=1C=C(N)C=C(C1)C1(CC(C1)C)C1=NN=CN1C